5-Benzyloxy-1H-pyrido[2,1-f][1,2,4]triazine-4,6-dione C(C1=CC=CC=C1)OC=1C(C=CN2NC=NC(C21)=O)=O